Sodium N-(2-methylphenyl)sulfamate CC1=C(C=CC=C1)NS([O-])(=O)=O.[Na+]